C(C=C)OC1=CC(=NC=C1OCC=C)C(=O)O 4,5-bis(allyloxy)picolinic acid